(3R,4R)-1-{4-[(2-{3-[(4-methane-sulfonyl-2-methoxy-phenyl)amino]prop-1-yn-1-yl}-1-(2,2,2-trifluoroethyl)-1H-indol-4-yl)amino]cyclohexyl}-pyrrolidine-3,4-diol CS(=O)(=O)C1=CC(=C(C=C1)NCC#CC=1N(C2=CC=CC(=C2C1)NC1CCC(CC1)N1C[C@H]([C@@H](C1)O)O)CC(F)(F)F)OC